ClC1=NC=C(C(=C1)C1=C(C=NC(=C1)C)C(=O)NC=1SC2=C(N1)CN(C2)C(C2=NC(=C(C=C2F)C(F)(F)F)C)=O)OC 2'-Chloro-N-(5-(3-fluoro-6-methyl-5-(trifluoromethyl)picolinoyl)-5,6-dihydro-4H-pyrrolo[3,4-d]thiazol-2-yl)-5'-methoxy-6-methyl-[4,4'-bipyridine]-3-carboxamide